S(C)(=O)(=O)OCC1=CC=NC2=CN=CC=C12 [1,7]Naphthyridin-4-ylmethyl mesylate